FC1=CC=C(C=C1)C1=CC(=C(C=N1)CNC(CC)=O)N1N=C(N=N1)C N-((6-(4-fluorophenyl)-4-(5-methyl-2H-tetrazol-2-yl)pyridin-3-yl)methyl)propionamide